N-(2-methoxyethyl)-6-[3-(pyrrolidin-1-yl)propoxy]-7-(trifluoromethoxy)-1H,2H,3H-cyclopenta[b]quinolin-9-amine COCCNC1=C2C(=NC=3C=C(C(=CC13)OC(F)(F)F)OCCCN1CCCC1)CCC2